4-chloro-2-(3-methyl-4-(1-methyl-2-(pyrrolidin-1-ylmethyl)-1H-imidazol-5-yl)phenoxy)benzaldehyde ClC1=CC(=C(C=O)C=C1)OC1=CC(=C(C=C1)C1=CN=C(N1C)CN1CCCC1)C